(5-methyl-1H-pyrazol-3-yl)methanol CC1=CC(=NN1)CO